(R)-(6-((2'H,4'H-spiro[cyclobutane-1,3'-pyrido[3,2-b][1,4]oxazin]-8'-yl)thio)-3-(3-amino-3H-spiro[furo[2,3-b]pyridin-2,4'-piperidin]-1'-yl)pyrazin-2-yl)methanol O1C2=C(NC3(C1)CCC3)N=CC=C2SC2=CN=C(C(=N2)CO)N2CCC3(CC2)[C@@H](C=2C(=NC=CC2)O3)N